ClC1=C(C=CC=C1)C1=NNC2=NC(=CN=C21)N2CCC1(CCCC1NC(OCC1=CC=CC=C1)=O)CC2 benzyl (8-(3-(2-chlorophenyl)-1H-pyrazolo[3,4-b]pyrazin-6-yl)-8-azaspiro[4.5]decan-1-yl)carbamate